DiEthyl Itaconate C(C(=C)CC(=O)OCC)(=O)OCC